CN1N=NN=C1NC(C1=C(N=C(C=C1)C(F)(F)F)COCC1=NN=NN1C)=O N-(1-methyl-1H-tetrazol-5-yl)-2-(((1-methyl-1H-tetrazol-5-yl)methoxy)methyl)-6-(trifluoromethyl)nicotinamide